2-(3-(5-(benzyloxy)pyrazin-2-yl)-4,4-difluoropiperidin-1-yl)-N-(5-(cyclopropylmethoxy)pyridin-2-yl)propionamide C(C1=CC=CC=C1)OC=1N=CC(=NC1)C1CN(CCC1(F)F)C(C(=O)NC1=NC=C(C=C1)OCC1CC1)C